COC=1C=C(C(=C2C=CC=NC12)[N+](=O)[O-])C(C)C 8-methoxy-6-isopropyl-5-Nitro-quinoline